5-(5-(3-chloro-4-fluorophenyl)-3-(ethylsulfonyl)pyridin-2-yl)-2-(trifluoromethyl)pyrazolo[1,5-a]pyrimidine ClC=1C=C(C=CC1F)C=1C=C(C(=NC1)C1=NC=2N(C=C1)N=C(C2)C(F)(F)F)S(=O)(=O)CC